C(C=C)N1CCN(CC1)C1CCN(CC1)C1=C(C=C(C(=C1)OC)NC1=NC=NC(=C1)N1OCC[C@@H]1CC1=C(C(=CC=C1)Cl)Cl)NC(C=C)=O N-(2-(4-(4-allylpiperazine-1-yl)piperidine-1-yl)-5-((6-((S)-3-(2,3-dichlorobenzyl)isoxazolidine-2-yl)pyrimidine-4-yl)amino)-4-methoxyphenyl)acrylamide